diethoxydodecenyl decoxymethyl ether C(CCCCCCCCC)OCOC=CCCCCCCCCCC(OCC)OCC